[Al+3].O(C=1C(=NC2=C(C=CC=C2C1CC)[O-])C)C=1C(=NC2=C(C=CC=C2C1CC)[O-])C.O(C=1C(=NC2=C(C=CC=C2C1CC)[O-])C)C=1C(=NC2=C(C=CC=C2C1CC)[O-])C.O(C=1C(=NC2=C(C=CC=C2C1CC)[O-])C)C=1C(=NC2=C(C=CC=C2C1CC)[O-])C.[Al+3] oxo-bis(2-methyl-4-ethyl-8-quinolinolate) Aluminum